rac-tert-butyl (2S,5R)-2-[4-[tert-butoxycarbonyl(methyl)amino]phenyl]-5-methyl-piperidine-1-carboxylate C(C)(C)(C)OC(=O)N(C1=CC=C(C=C1)[C@H]1N(C[C@@H](CC1)C)C(=O)OC(C)(C)C)C |r|